7-Chloro-8-((4-hydroxy-4-methylcyclohexyl)oxy)-N-(3-((methylsulfonyl)methyl)phenyl)quinazoline-2-Amine ClC1=CC=C2C=NC(=NC2=C1OC1CCC(CC1)(C)O)NC1=CC(=CC=C1)CS(=O)(=O)C